1-[4-(trifluoromethyl)phenyl]-1,4-diazepane FC(C1=CC=C(C=C1)N1CCNCCC1)(F)F